(R)-N-(2,3-Dihydroxypropyl)-5-((1-(4-(trifluoromethyl)phenyl)-1H-1,2,4-triazol-3-yl)amino)picolinamide O[C@H](CNC(C1=NC=C(C=C1)NC1=NN(C=N1)C1=CC=C(C=C1)C(F)(F)F)=O)CO